COC=1C(=CC2=C(N=C(S2)C2CCC(CC2)C(=O)O)C1)N1C(C2=CC=CC=C2C=C1)=O (1R,4R)-4-(5-methoxy-6-(1-oxo-isoquinolin-2(1H)-yl)benzo[d]Thiazole-2-Yl)cyclohexanecarboxylic acid